BrC=1C=CC2=C(N=C(O2)NC)C1 5-bromo-N-methylbenzo[d]oxazol-2-amine